(2-((5-chloro-2-((6-(2-(dimethylamino)ethyl)-2-(2,2,2-trifluoroethoxy)pyridin-3-yl)amino)pyrimidin-4-yl)amino)phenyl)dimethylphosphine oxide ClC=1C(=NC(=NC1)NC=1C(=NC(=CC1)CCN(C)C)OCC(F)(F)F)NC1=C(C=CC=C1)P(C)(C)=O